1-ethyl-6-fluoro-7-(4-methylpiperazin-1-yl)-3-(3,4-dioxocinnamoyl)-quinoline C(C)N1CC(=CC2=CC(=C(C=C12)N1CCN(CC1)C)F)C(C=CC1=CC(C(C=C1)=O)=O)=O